COC1=CC=C(CN(S(=O)(=O)C2=C(C=CC(=C2C=2N=NN(N2)CC2=CC=C(C=C2)OC)C2=CC=CC=3NC(=NC32)C(Cl)(Cl)Cl)S(=O)(=O)C3CN(C3)C(=O)OC(C)(C)C)CC3=CC=C(C=C3)OC)C=C1 tert-Butyl 3-((2-(N,N-bis(4-methoxybenzyl)sulfamoyl)-3-(2-(4-methoxybenzyl)-2H-tetrazol-5-yl)-4-(2-(trichloromethyl)-1H-benzo[d]imidazol-4-yl)phenyl)sulfonyl)azetidine-1-carboxylate